4-hydroxy-1,3-dioxolane OC1OCOC1